C(C=C)(=O)N1C[C@@H](N(CC1)C1=CC(=NC(=N1)OC[C@H]1N(CCC1)C)C(=O)NC1=CC(=C(C=C1)F)O)C 6-((S)-4-acryloyl-2-methylpiperazin-1-yl)-N-(4-fluoro-3-hydroxyphenyl)-2-(((S)-1-methylpyrrolidin-2-yl)methoxy)pyrimidine-4-carboxamide